OCCC1(C=CC(C=C1)=O)OC 4-(2-hydroxyethyl)-4-methoxycyclohexane-2,5-dienone